NCCCC(=O)NC1=CC=C(C=C1)C#CC#N 3-[p-(4-Aminobutyrylamino)phenyl]propiolonitrile